P(O)(O)O.C1(=CC=CC=C1)C1=CC=CC=C1.C1(=CC=CC=C1)C1=CC=CC=C1.C1(=CC=CC=C1)C1=CC=CC=C1 tri(biphenyl) phosphite